(3S,4R)-3-fluoro-1-(4-((5-isopropyl-8-((R)-2-methylazetidin-1-yl)-2,7-naphthyridin-3-yl)amino)pyrimidin-2-yl)-3-methylpiperidin-4-ol F[C@]1(CN(CC[C@H]1O)C1=NC=CC(=N1)NC=1N=CC2=C(N=CC(=C2C1)C(C)C)N1[C@@H](CC1)C)C